(S)-2-(3-fluoro-5-isopropyl-2-methoxyphenyl)-2-((R)-3-((5-(5,6,7,8-tetrahydro-1,8-naphthyridin-2-yl)pentyl)amino)pyrrolidin-1-yl)acetic acid FC=1C(=C(C=C(C1)C(C)C)[C@@H](C(=O)O)N1C[C@@H](CC1)NCCCCCC1=NC=2NCCCC2C=C1)OC